BrC=1C(=C(C=CC1C(F)(F)F)C[C@@H](C(=O)[O-])NC(=O)OC(C)(C)C)OCC1=CC=C(C=C1)OC (2S)-3-{3-bromo-2-[(4-methoxyphenyl)methoxy]-4-(trifluoromethyl)phenyl}-2-[(tert-butoxycarbonyl)amino]propanoate